F[C@H]1CN(CC1)C1CCC(CC1)NC(=O)C1=NC(=NC(=C1)C)N1C=NC=C1 N-((1R,4R)-4-((R)-3-fluoropyrrolidin-1-yl)cyclohexyl)-2-(1H-imidazol-1-yl)-6-methyl-pyrimidine-4-carboxamide